(R)-1-(2-chloropyridin-3-yl)ethyl (4-(5-(3-cyanobicyclo[1.1.1]pentane-1-carboxamido)pyridin-2-yl)-1-methyl-1H-1,2,3-triazol-5-yl)carbamate C(#N)C12CC(C1)(C2)C(=O)NC=2C=CC(=NC2)C=2N=NN(C2NC(O[C@H](C)C=2C(=NC=CC2)Cl)=O)C